NC1=C2C=C(N(C2=CC=C1)CC(F)(F)F)C1=NOC(=N1)CNC(=O)C=1C=NN(C1)C(C)(C)C N-[[3-[4-amino-1-(2,2,2-trifluoroethyl)indol-2-yl]-1,2,4-oxadiazol-5-yl]methyl]-1-tert-butyl-pyrazole-4-carboxamide